2-trimethylsilylethyl N-[3-[4-[[2-[(3R,4R)-3-(tert-butoxycarbonylamino)-4-fluoro-pyrrolidin-1-yl]-9-methyl-purin-6-yl]amino]-3-methoxy-pyrazol-1-yl]propyl]carbamate C(C)(C)(C)OC(=O)N[C@@H]1CN(C[C@H]1F)C1=NC(=C2N=CN(C2=N1)C)NC=1C(=NN(C1)CCCNC(OCC[Si](C)(C)C)=O)OC